(3R)-N-{2,3-dimethoxy-6H,7H,8H,9H,10H-cyclohepta[b]quinolin-11-yl}-1-(2-methoxyethyl)piperidin-3-amine COC=1C=C2C(=C3C(=NC2=CC1OC)CCCCC3)N[C@H]3CN(CCC3)CCOC